C(C)(=O)O[C@@H]1C(O[C@H]([C@]1(C)OC(C)=O)C1=CC=C2C(=NC=NN21)NC(C)=O)=C (3R,4S,5S)-4-(acetyloxy)-5-{4-acetamidopyrrolo[2,1-f][1,2,4]triazin-7-yl}-4-methyl-2-methylideneoxolan-3-yl acetate